ethyl 3-[2-chloro-5-(3-chloro-1-oxido-5-trifluoromethyl-2-pyridyl)-4-fluoro-phenyl]-5-methyl-4H-isoxazole-5-carboxylate ClC1=C(C=C(C(=C1)F)C1=[N+](C=C(C=C1Cl)C(F)(F)F)[O-])C1=NOC(C1)(C(=O)OCC)C